ClC1=NC(=C2N=CNC2=N1)[2H] 2-chloro-9H-purine-6-d